N1=C(C=CC2=CC=CN=C12)CCC1CC(C1)OCC=O 2-((1S,3R)-3-(2-(1,8-naphthyridin-2-yl)ethyl)cyclobutoxy)acetaldehyde